O1C(OCC1)CCC=1C(N(C=C(C1)Br)C)N (2-(1,3-dioxolan-2-yl)ethyl)-5-bromo-1-methylpyridin-2-amine